The molecule is a beta-D-glucoside in which the anomeric position is substituted by a 4-hydroxyphenoxy residue and at position 6 by [(2E)-3-(1-hydroxy-4-oxocyclohexa-2,5-dien-1-yl)prop-2-enoyl]oxy residue. Isolated from Grevillea, it exhibits antimalarial activity. It has a role as a metabolite and an antimalarial. It is a beta-D-glucoside, a cyclic ketone, an enoate ester, a monosaccharide derivative and a member of phenols. C1=CC(=CC=C1O)O[C@H]2[C@@H]([C@H]([C@@H]([C@H](O2)COC(=O)/C=C/C3(C=CC(=O)C=C3)O)O)O)O